FC(OC1=CC=C(OCC(=O)NC23CC(C2)(C3)NC=3C=2N(C=CN3)N=C(C2)C)C=C1)F 2-[4-(difluoromethoxy)phenoxy]-N-{3-[(2-methylpyrazolo[1,5-a]pyrazin-4-yl)amino]bicyclo[1.1.1]pent-1-yl}acetamide